(3-Chloro-2,4-dimethyl-5,7-dihydro-6H-pyrrolo[3,4-b]pyridin-6-yl)((1s,3s)-3-(1-cyclopropyl-1H-pyrazol-4-yl)cyclobutyl)methanone ClC=1C(=C2C(=NC1C)CN(C2)C(=O)C2CC(C2)C=2C=NN(C2)C2CC2)C